FC1=CC=C(C=C1)C=1C=C2C(=NC=NC2=C(C1)OC1CCOCC1)NCC=1N=NC(=CC1)C 6-(4-Fluorophenyl)-N-[(6-methylpyridazin-3-yl)methyl]-8-tetrahydropyran-4-yloxy-quinazolin-4-amine